C(CCC)C1=CC=C(C=C1)C1=NN(C=C1)C1=CC(=C(C(=O)O)C=C1)C 4-(3-(4-butylphenyl)-1H-pyrazol-1-yl)-2-methylbenzoic acid